C(C)(=O)N(N(C(=O)C1=CC=2C3=C(C(=NC2C=C1)N)C=NN3C)CC3=C(C=C(C=C3)C=3C=NC(=CC3)C(F)(F)F)F)C N'-acetyl-4-amino-N-(2-fluoro-4-(6-(trifluoromethyl)pyridin-3-yl)benzyl)-N',1-dimethyl-1H-pyrazolo[4,3-c]quinoline-8-carbohydrazide